ClC1=NC2=C(C3=CC=CC=C13)N(C1=CC=C(C=C12)OC)CCCN1[C@H](CCC1)CO (R)-(1-(3-(5-chloro-8-methoxy-11H-indolo[3,2-c]isoquinolin-11-yl)propyl)pyrrolidin-2-yl)methanol